N[C@H](C(=O)OC(C)(C)C)CCC(C)(C)C tert-butyl (2S)-2-amino-5,5-dimethylhexanoate